C(C)C1=C(N=C(O1)C1=CC=C(C=C1)OC)CCOC=1C=C2CC[C@H](C2=CC1)CC(=O)[O-].[Na+] sodium (S)-2-(5-(2-(5-ethyl 2-(4-methoxyphenyl)oxazol-4-yl)ethoxy)-2,3-dihydro-1H-inden-1-yl)acetate